C(C)(C)(C)OC(NC1CCN(CC1)C1=NC(=CC(=C1[N+](=O)[O-])OC)C1=CC(=C(C=C1)C#N)F)=O tert-butyl(1-(6-(4-cyano-3-fluorophenyl)-4-methoxy-3-nitropyridine-2-yl)piperidin-4-yl)carbamate